6-tert-butoxy-4-methyl-pyridin-3-amine C(C)(C)(C)OC1=CC(=C(C=N1)N)C